N-phenyl-N'-(1,2,3-thiadiazole-5-yl)urea C1(=CC=CC=C1)NC(=O)NC1=CN=NS1